(S)-2-amino-4-(2-amino-5-hydroxyphenyl)-4-oxobutanoic acid N[C@H](C(=O)O)CC(=O)C1=C(C=CC(=C1)O)N